ClC=1C=CC2=C(CCC(O2)C(=O)NC23CC(C2)(C3)NC(COC3=CC(=C(C=C3)Cl)F)=O)C1 6-chloro-N-{3-[2-(4-chloro-3-fluorophenoxy)acetamido]bicyclo[1.1.1]pentan-1-yl}-3,4-dihydro-2H-1-benzopyran-2-carboxamide